C(C)(=O)N1C2[C@H](CC1CC2)C(=O)N2[C@@H](C[C@H](C2)F)C(=O)N[C@H](C2=CC=C(C=C2)C(C)C)C2=CC=CC=C2 (2S,4R)-1-[(2S)-7-acetyl-7-azabicyclo[2.2.1]heptane-2-carbonyl]-4-fluoro-N-[(S)-phenyl[4-(propan-2-yl)phenyl]methyl]pyrrolidine-2-carboxamide